CC=1OC2=C(C1C(=O)NC1C(CN(CC1)C(=O)OC(C)(C)C)(F)F)C=C(C(=C2)C)OCC=2C(=NC=CC2)C(F)(F)F tert-butyl 4-(2,6-dimethyl-5-((2-(trifluoromethyl)pyridin-3-yl)methoxy)benzofuran-3-carboxamido)-3,3-difluoropiperidine-1-carboxylate